N-[(3-amino-4-bromophenyl)methyl]-N-(2-methanesulfonylphenyl)pyridine-3-carboxamide NC=1C=C(C=CC1Br)CN(C(=O)C=1C=NC=CC1)C1=C(C=CC=C1)S(=O)(=O)C